4-((2R,4s,6S)-2-cyano-7-((5-methoxy-7-methyl-1H-indol-4-yl)methyl)-7-azaspiro[3.5]nonan-6-yl)-N-((1-(2-methoxyethyl)azetidin-3-yl)methyl)benzamide C(#N)C1CC2(C1)C[C@H](N(CC2)CC2=C1C=CNC1=C(C=C2OC)C)C2=CC=C(C(=O)NCC1CN(C1)CCOC)C=C2